2-(bromomethyl)-4-methyl-1-nitrobenzene BrCC1=C(C=CC(=C1)C)[N+](=O)[O-]